Cl.C(C=C)(=O)N acrylamide hydrochloride